C(CC)C1=CC=C(CC2=NOC(=N2)CC(C(=O)OC(C)(C)C)=C)C=C1 tert-butyl 2-((3-(4-propylbenzyl)-1,2,4-oxadiazol-5-yl)methyl)acrylate